(R)-8-(1-((3-bromo-5-fluoropyridin-2-yl)amino)ethyl)-3,6-dimethyl-2-morpholinoquinazolin-4(3H)-one BrC=1C(=NC=C(C1)F)N[C@H](C)C=1C=C(C=C2C(N(C(=NC12)N1CCOCC1)C)=O)C